OCCCCCCCCCCCC=O 12-hydroxy-[1-dodecanal]